4-amino-N-((1R)-1-(2-pyrimidinyl)ethyl)-N-((5-(trifluoromethyl)-2-pyridinyl)methyl)-2,3-dihydrofuro[3,2-c]quinoline-8-carboxamide NC1=NC=2C=CC(=CC2C2=C1CCO2)C(=O)N(CC2=NC=C(C=C2)C(F)(F)F)[C@H](C)C2=NC=CC=N2